2-(2-carboxymethyl-phenylthio)propionamide C(=O)(O)CC1=C(C=CC=C1)SC(C(=O)N)C